COC=1C=C(C=CC1)N1CCOCC1 4-(3-methoxyphenyl)morpholine